6-[[4-[(3S)-3-(3,5-difluorophenyl)isoxazolidine-2-carbonyl]cycloheptyl]methoxy]pyrimidine-4-carboxamide FC=1C=C(C=C(C1)F)[C@H]1N(OCC1)C(=O)C1CCC(CCC1)COC1=CC(=NC=N1)C(=O)N